4-(phenylmercapto)phenyldiphenylsulfonium hexafluorophosphate F[P-](F)(F)(F)(F)F.C1(=CC=CC=C1)SC1=CC=C(C=C1)[S+](C1=CC=CC=C1)C1=CC=CC=C1